3-Bromothioanisol BrC=1C=C(C=CC1)SC